4-(trifluoromethyl)chlorobenzene C1=CC(=CC=C1C(F)(F)F)Cl